C(=O)(O)C1(CC(C=CC1)CCCCC)C 6-Carboxy-6-methyl-4-pentyl-2-cyclohexen